N-(but-3-en-1-yl)-N-(2'-cyano-3-(1-phenylvinyl)-[1,1'-biphenyl]-4-yl)-4-methylbenzenesulfonamide C(CC=C)N(S(=O)(=O)C1=CC=C(C=C1)C)C1=C(C=C(C=C1)C1=C(C=CC=C1)C#N)C(=C)C1=CC=CC=C1